Dodecyl-benzene C(CCCCCCCCCCC)C1=CC=CC=C1